CC1=C(C=NC(=C1)N1N=CC(=C1)C(F)(F)F)S(=O)(=O)NC=1C=CC=C2C=NN(C12)C 4-METHYL-N-(1-METHYLINDAZOL-7-YL)-6-[4-(TRIFLUOROMETHYL)PYRAZOL-1-YL]PYRIDINE-3-SULFONAMIDE